2-[4-(2-hydroxyethaneyl)piperazin-1-yl]ethanesulfonic acid OCCN1CCN(CC1)CCS(=O)(=O)O